C(CCC)C1=CC=C(C=C1)[C@@](C=1C=C(C=NC1)C1=NOC(=N1)C(C)(C)O)(O)C1(CN(C1)C)C 2-(3-{5-[(R)-(4-butyl-phenyl)-(1,3-dimethyl-azetidin-3-yl)-hydroxy-methyl]-pyridin-3-yl}-[1,2,4]Oxadiazol-5-yl)-propan-2-ol